4-(2-chloro-4-((3-(1-(cyanomethyl)-3-(trifluoromethyl)-1H-pyrazol-4-yl)imidazo[1,2-a]pyrazin-8-yl)amino)benzoyl)-N-((3-hydroxyazetidin-3-yl)methyl)piperazine-1-carboxamide formate C(=O)O.ClC1=C(C(=O)N2CCN(CC2)C(=O)NCC2(CNC2)O)C=CC(=C1)NC=1C=2N(C=CN1)C(=CN2)C=2C(=NN(C2)CC#N)C(F)(F)F